C1(=CC=CC=C1)/C(/C#N)=C/CCCCCCC (Z)-2-PHENYLDEC-2-ENENITRILE